lithium silicate barium gallium [Ga+3].[Ba+2].[Si]([O-])([O-])([O-])[O-].[Li+]